C(C)(C)(C)NS(=O)(=O)C=1SC2=C(N1)C=CC=C2 N-T-butylbenzothiazole-2-sulfonamide